naphtho[1',2':4,5]furo[2,3-b]pyrazine C1=CC=CC=2C=CC3=C(C=4C(=NC=CN4)O3)C12